(S)-2-((2S,3R)-3-amino-2-hydroxy-4-phenylbutanamido)-2-(5-fluoro-3-(trifluoromethyl)phenyl)acetic acid N[C@@H]([C@@H](C(=O)N[C@H](C(=O)O)C1=CC(=CC(=C1)F)C(F)(F)F)O)CC1=CC=CC=C1